NC(CCN(C(C(CC)Cl)=O)NC(=O)[C@H](CC(C)C)NC(OCC1=CC=CC=C1)=O)=O Benzyl N-[(1S)-1-[[(3-amino 3-oxo propyl) (2-chlorobutanoyl)amino]carbamoyl] 3-methyl-butyl]carbamate